N1-(1H-Benzimidazol-5-yl)-1-[4-(5-cyclopropyl-1,2,4-oxadiazol-3-yl)phenyl]ethane-1,2-diamine N1C=NC2=C1C=CC(=C2)NC(CN)C2=CC=C(C=C2)C2=NOC(=N2)C2CC2